ClC1=C(C=C(C(=C1)S(N(C1=NC=NS1)CC1=C(C=C(C=C1)OC)OC)(=O)=O)F)N(C(OC(C)(C)C)=O)CCCC=O tert-butyl (2-chloro-4-(N-(2,4-dimethoxybenzyl)-N-(1,2,4-thiadiazol-5-yl)sulfamoyl)-5-fluorophenyl)(4-oxobutyl)carbamate